N-((S)-1-(((S)-1-cyano-2-((R)-5,5-dimethyl-2-oxopyrrolidin-3-yl)ethyl)amino)-3-cyclopropyl-1-oxopropan-2-yl)-4,5-dimethyl-1H-pyrrole-2-carboxamide C(#N)[C@H](C[C@H]1C(NC(C1)(C)C)=O)NC([C@H](CC1CC1)NC(=O)C=1NC(=C(C1)C)C)=O